benzyl (3S)-3-(((benzyloxy) carbonyl) amino)-6-hydroxyazepan-1-carboxylate C(C1=CC=CC=C1)OC(=O)N[C@@H]1CN(CC(CC1)O)C(=O)OCC1=CC=CC=C1